tetraacetate (methyl geranylgeranylacetate) CC(C(=O)O)(C\C=C(/C)\CCC=C(C)C)C\C=C(/C)\CCC=C(C)C.C(C)(=O)O.C(C)(=O)O.C(C)(=O)O.C(C)(=O)O